2-[3-chloro-2-fluoro-6-[(R)-hydroxy-[(3aR,4R,6R,6aR)-4-(4-chloropyrrolo[2,3-d]pyrimidin-7-yl)-2,2-dimethyl-3a,4,6,6a-tetrahydrofuro[3,4-d][1,3]dioxol-6-yl]methyl]phenyl]ethanol ClC=1C(=C(C(=CC1)[C@H]([C@H]1O[C@H]([C@H]2[C@@H]1OC(O2)(C)C)N2C=CC1=C2N=CN=C1Cl)O)CCO)F